[C@@H]12N[C@@H]([C@@H](CC1)C2)C2=NC(=NO2)CCC2=CC=CC=C2 5-((1R,3S,4S)-2-azabicyclo[2.2.1]heptan-3-yl)-3-phenethyl-1,2,4-oxadiazole